2-(4-bromo-3-(difluoromethyl)phenyl)-1,1,1,3,3,3-hexafluoropropan-2-ol BrC1=C(C=C(C=C1)C(C(F)(F)F)(C(F)(F)F)O)C(F)F